FC(C1C[C@]2(CCC(N2C1)=O)C(=O)OCC)F ethyl (7aR)-2-(difluoromethyl)-5-oxotetrahydro-1H-pyrrolizine-7a(5H)-carboxylate